[1-(hydroxymethyl)-4-(acetoxyl)-7-phenoxyisoquinolin-3-yl](morpholinyl)methanone OCC1=NC(=C(C2=CC=C(C=C12)OC1=CC=CC=C1)OC(=O)C)C(=O)N1CCOCC1